(3S)-3-{[N-(4-ethoxy-1H-indole-2-carbonyl)-L-leucyl]amino}-2-oxo-4-[(3S)-2-oxopiperidin-3-yl]butyl 3,3,3-trifluoro-2,2-dimethylpropanoate FC(C(C(=O)OCC([C@H](C[C@H]1C(NCCC1)=O)NC([C@@H](NC(=O)C=1NC2=CC=CC(=C2C1)OCC)CC(C)C)=O)=O)(C)C)(F)F